ClC=1C=C(C=C(C1)F)S(=O)(=O)C1=CC=C(CNC(=O)C2=CC=3C(=CN=CC3)O2)C=C1 N-(4-((3-chloro-5-fluorophenyl)sulfonyl)benzyl)furo[2,3-c]pyridine-2-carboxamide